C(#N)[C@H]1N(CC(C1)(F)F)C(CNC(C1=C(C=NC=C1)CC(=C)C1=CC=C(C=C1)F)=O)=O (S)-N-(2-(2-cyano-4,4-difluoropyrrolidin-1-yl)-2-oxoethyl)-3-(2-(4-fluorophenyl)allyl)isonicotinamide